C1(CC1)C1=NC=C(C(=N1)OC[C@@H]1CN(CC1)C1=CC(=CC=C1)C=1OC=CN1)C#N (S)-2-cyclopropyl-4-((1-(3-(oxazol-2-yl)phenyl)pyrrolidin-3-yl)methoxy)pyrimidine-5-carbonitrile